N-{6-[(2-aminophenyl)amino]-6-oxohexyl}-3-[4-(methylamino)phenyl]-1H-pyrazole-5-carboxamide NC1=C(C=CC=C1)NC(CCCCCNC(=O)C1=CC(=NN1)C1=CC=C(C=C1)NC)=O